N(=[N+]=[N-])C(C(=O)OCC)=CC1=CC(=CC(=C1)OC)F ethyl 2-azido-3-(3-fluoro-5-methoxyphenyl)acrylate